3-(2-chloro-6-methyl-4-pyridyl)-2-(3-cyanophenyl)-N-[(3-methyl-3-piperidyl)methyl]pyrazolo[1,5-a]pyrimidine-5-carboxamide ClC1=NC(=CC(=C1)C=1C(=NN2C1N=C(C=C2)C(=O)NCC2(CNCCC2)C)C2=CC(=CC=C2)C#N)C